C1(CCC1)C(=O)N1CC2=NC(=CC=C2C1)OCC1=C(N=NN1C1=CC=C(C=C1)F)C 5-[({6-cyclobutanecarbonyl-5H,6H,7H-pyrrolo[3,4-b]pyridin-2-yl}oxy)methyl]-1-(4-fluorophenyl)-4-methyl-1H-1,2,3-triazole